ClC=1C(=NN(C1)C(F)F)C1(CC1)NC(OC(C)(C)C)=O tert-Butyl N-[1-[4-Chloro-1-(difluoromethyl)pyrazol-3-yl]cyclopropyl]carbamate